3-(4-(2-Fluoroethoxy)phenyl)-1,2,4,5-tetrazine FCCOC1=CC=C(C=C1)C=1N=NC=NN1